N-(1,3-dicyclopropyl-1H-pyrazol-4-yl)-2-(1-methyl-1H-pyrazol-4-yl)-1,3-thiazole C1(CC1)N1N=C(C(=C1)N1C(SC=C1)C=1C=NN(C1)C)C1CC1